[NH4+].C1(=CC=CC=2C(=CC=CC12)S(=O)(=O)[O-])S(=O)(=O)[O-].ClC1=C(CC=2NC=C(N2)C2=C(C=C(C=C2)Cl)Cl)C=C(C=C1)Cl.[NH4+] 2-(2,5-dichlorobenzyl)-4-(2,4-dichlorophenyl)imidazole 1,5-naphthalenedisulfonate ammonium salt